tert-butyl 1,1,2,2-tetrafluoro-6-azaspiro[2.5]octane-6-carboxylate FC1(C(C12CCN(CC2)C(=O)OC(C)(C)C)(F)F)F